5-methyl-2-(2,2,2-trifluoroethoxy)pyrimidine CC=1C=NC(=NC1)OCC(F)(F)F